Benzyl indole-2-carboxylate N1C(=CC2=CC=CC=C12)C(=O)OCC1=CC=CC=C1